(R)-2'-Amino-7'-methyl-5'H,7'H-spiro[cyclopropane-1,8'-pyrano[4,3-b]pyridin]-5'-one NC1=CC=C2C(=N1)C1([C@H](OC2=O)C)CC1